2,2-bis-(4-hydroxy-3,5-dichlorophenyl)propane OC1=C(C=C(C=C1Cl)C(C)(C)C1=CC(=C(C(=C1)Cl)O)Cl)Cl